C(C)(C)(C)OC(=O)N1C[C@@H]2COC3=C(CN2CC1)C(=C(C(=C3F)Br)I)F (12aR)-9-bromo-7,10-difluoro-8-iodo-3,4,12,12a-tetrahydro-6H-pyrazino[2,1-c][1,4]benzooxazepine-2(1H)-carboxylic acid tert-butyl ester